didecyldiiodosilane C(CCCCCCCCC)[Si](I)(I)CCCCCCCCCC